COC(N[C@@H](C(C)(C)C)C(N[C@H]([C@H](CN(N)C([C@H](C(C)(C)C)NC(=O)OC)=O)O)CC1=CC=C(C=C1)I)=O)=O ((S)-1-{(1S,2S)-2-hydroxy-1-(4-iodo-benzyl)-3-[N-((S)-2-methoxycarbonylamino-3,3-dimethyl-butyryl)-hydrazino]-propylcarbamoyl}-2,2-dimethyl-propyl)-carbamic acid methyl ester